4-((3-methylpyridin-2-yl)oxy)-2-(methylthio)benzonitrile CC=1C(=NC=CC1)OC1=CC(=C(C#N)C=C1)SC